ClC=1N=C(C2=C(N1)C(=C(N=C2)C2=CC(=CC1=CC=CC=C21)OCOC)F)N2CCOC1(CCCC1)C2 9-[2-chloro-8-fluoro-7-[3-(methoxymethoxy)-1-naphthyl]pyrido[4,3-d]pyrimidin-4-yl]-6-oxa-9-azaspiro[4.5]decane